6-(((Cyclobutylmethyl)amino)methyl)-1H-indole-2-carbonitrile C1(CCC1)CNCC1=CC=C2C=C(NC2=C1)C#N